COC1=C(C=C(C=N1)C=1C=C2C=CC=NC2=CC1)NS(=O)(=O)C1=C(C=C(C=C1F)F)F 6-(6-methoxy-5-((2,4,6-trifluorophenyl)sulfonamido)pyridin-3-yl)quinoline